5-(4-bromophenyl)-4,6-dichloropyrimidine BrC1=CC=C(C=C1)C=1C(=NC=NC1Cl)Cl